[Na+].C1(=C(C(=CC2=CC=CC=C12)S(=O)(=O)[O-])S(=O)(=O)[O-])S(=O)(=O)[O-].[Na+].[Na+] Naphthalenetrisulfonic acid sodium salt